CN1C(C2=C(C(=C1)C1=CC=C3C(=CN(C3=C1)C(C)CCC)C)C=CN2)=O 6-methyl-4-(3-methyl-1-(pentan-2-yl)-1H-indol-6-yl)-1,6-dihydro-7H-pyrrolo[2,3-c]pyridin-7-one